N-(2-(1-(2-(2-aminoethoxy)ethyl)piperidin-4-yl)-6-methoxy-2H-indazol-5-yl)-6-(Trifluoromethyl)picolinamide NCCOCCN1CCC(CC1)N1N=C2C=C(C(=CC2=C1)NC(C1=NC(=CC=C1)C(F)(F)F)=O)OC